FC(C=1NC2=C(N1)C=CC=C2)(F)F 2-trifluoromethylbenzimidazol